CN1N=NC(=C1)C=1C=C2C=C(N=CC2=CC1)NC(C1=CC(=NC=C1)N1CCNCC1)=O N-(6-(1-Methyl-1H-1,2,3-triazol-4-yl)isoquinolin-3-yl)-2-(piperazin-1-yl)Isonicotinamide